BrCC1=C(C(=CC=C1)F)[N+](=O)[O-] 1-(bromomethyl)-3-fluoro-2-nitrobenzene